FC=1C=C2C(=NNC2=CC1OCCOC)C1=CC(=NO1)C1=CC=C(C=C1)C(=O)N1C[C@@H](CC1)F 5-Fluoro-3-(3-{4-[(3R)-3-fluoropyrrolidin-1-carbonyl]phenyl}-1,2-oxazol-5-yl)-6-(2-methoxyethoxy)-1H-indazol